[Si](C)(C)(C(C)(C)C)OCCC1=C(NC=C1)C(=O)OC(C)(C)C tert-Butyl 3-[2-[tert-butyl(dimethyl)silyl]oxyethyl]-1H-pyrrole-2-carboxylate